CC1(CN(CC(N1)C=1C(=C2COC(C2=CC1)=O)C)CC1=NN=C(O1)C1=CC(=C(C=N1)C#N)C)C 6-(5-((3,3-dimethyl-5-(4-methyl-1-oxo-1,3-dihydroisobenzofuran-5-yl)piperazin-1-yl)methyl)-1,3,4-oxadiazol-2-yl)-4-methylpyridine-3-carbonitrile